CC=1N(N=C2C3=C(C(=CC12)O)C=CC=C3)CCC3=CC=C(C=C3)C 3-methyl-2-(4-methylphenylethyl)-2H-benzo[g]indazol-5-ol